CC1=NN(C(=C1)N1CCN(CC1)[C@H]1C[C@H](NC1)C(=O)N1CSCC1)C1=CC=CC=C1 [(2S,4S)-4-[4-(3-Methyl-1-phenyl-1H-pyrazol-5-yl)piperazin-1-yl]pyrrolidin-2-yl](1,3-thiazolidin-3-yl)methanone